C1(=CC=CC=C1)C(CN)C1=CC=C(C=C1)C(F)(F)F 2-phenyl-2-[4-(trifluoromethyl)phenyl]ethanamine